2-isothiocyanato-2-[3-(trifluoromethyl)phenyl]propyl 2,2-dimethylpropanoate CC(C(=O)OCC(C)(C1=CC(=CC=C1)C(F)(F)F)N=C=S)(C)C